F[C@H]1[C@@H](O[C@@H]([C@H]1O)CO)N1C=NC=2C(=O)NC(N)=NC12 2'-Fluorodeoxyguanosine